CC1(NC(CCC1)C1=CC=CC=C1)C 2,2-dimethyl-6-phenylpiperidine